(E)-methyl 8-oxo-3-octenoate O=CCCC/C=C/CC(=O)OC